N-(hept-6-en-3-ylidene)-2-methylpropane-2-sulfinamide CCC(CCC=C)=NS(=O)C(C)(C)C